FC=1C=C2C(C=C(N(C2=C(C1)OCOC)C)C(=O)OC)=C=O methyl 6-fluoro-8-(methoxymethoxy)-1-methyl-4-carbonyl-1,4-dihydroquinoline-2-carboxylate